5-chloro-2-methyl-6-difluoromethyl-N-((2-(4-methylphenyl)oxazol-4-yl)methyl)pyrimidin-4-amine ClC=1C(=NC(=NC1C(F)F)C)NCC=1N=C(OC1)C1=CC=C(C=C1)C